C1=CC(=C(C(=C1)Br)Cl)Cl 2,3-Dichlorobromobenzene